2-[6-(1,3-dihydro-2H-isoindol-2-yl)-9-{2-[(4-[(2,5-dioxopyrrolidin-1-yl)oxy]carbonyl-piperidin-1-yl)sulfonyl]phenyl}-3H-xanthen-3-ylidene]-2,3-dihydro-1H-isoindolium chloride [Cl-].C1N(CC2=CC=CC=C12)C=1C=C2OC3=CC(C=CC3=C(C2=CC1)C1=C(C=CC=C1)S(=O)(=O)N1CCC(CC1)C(=O)ON1C(CCC1=O)=O)=[N+]1CC2=CC=CC=C2C1